ClC1=C(C=CC(=C1Cl)S(N[C@H](C(F)(F)F)C)(=O)=O)C1=C(N=C(S1)C1=NOC(=C1)C(C)(C)O)C(=O)O (S)-5-(2,3-dichloro-4-(N-(1,1,1-trifluoropropan-2-yl)sulfamoyl)phenyl)-2-(5-(2-hydroxypropan-2-yl)isoxazol-3-yl)thiazole-4-carboxylic acid